Cl.C[C@H]1[C@@H](CCCC1)N trans-2-methyl-cyclohexylamine hydrochloride